NC1=C(C(=O)NC2CCCCC2)C=C(C=N1)C1=CC=C(C=C1)OCCCN1CCOCC1 2-amino-N-cyclohexyl-5-(4-(3-morpholinopropoxy)phenyl)nicotinamide